CN1C(N(C2=C1C(=CC=C2)C#CCN2[C@H](CNCC2)C)C2C(NC(CC2)=O)=O)=O 3-[3-Methyl-4-[3-[(2S)-2-methylpiperazin-1-yl]prop-1-ynyl]-2-oxo-benzimidazol-1-yl]piperidine-2,6-dione